FC1=CC=C(CN2C(C(CC2)NC2=CC(=CC(=C2)C(F)(F)F)OC(C)C)=O)C=C1 1-(4-fluorobenzyl)-3-((3-isopropoxy-5-(trifluoromethyl)phenyl)amino)pyrrolidin-2-one